N-(tert-butoxycarbonyl)tryptophan C(C)(C)(C)OC(=O)N[C@@H](CC1=CNC2=CC=CC=C12)C(=O)O